7-isopropyl-11-oxo-4-((tetrahydro-2H-pyran-4-yl)methoxy)-2,6,7,11-tetrahydro-1H-furo[2,3-H]pyrido[2,1-a]isoquinoline-10-carboxylic acid C(C)(C)C1N2C(C=3C4=C(C(=CC3C1)OCC1CCOCC1)OCC4)=CC(C(=C2)C(=O)O)=O